C(C)(C)(C)OC(=O)N1CC2(C1)C[C@@H]([C@H](CC2)NC2=CC=C1C(=NN(C1=C2)C)C=2C(=NC(=CC2)OCC2=CC=CC=C2)OCC2=CC=CC=C2)C tert-butyl-(6S,7S)-7-((3-(2,6-bis(benzyloxy)pyridin-3-yl)-1-methyl-1H-indazol-6-yl)amino)-6-methyl-2-azaspiro[3.5]nonane-2-carboxylate